3-bromo-6-propyl-1,6-naphthyridin-5(6H)-one BrC=1C=NC=2C=CN(C(C2C1)=O)CCC